(2-Aminoethyl)-trimethoxysilan NCC[Si](OC)(OC)OC